Aluminum (ethyl acetoacetate) C(C)CC(CC(=O)[O-])=O.[Al+3].C(C)CC(CC(=O)[O-])=O.C(C)CC(CC(=O)[O-])=O